5-amino-2-(triazol-2-yl)pyridine-3-carbonitrile NC=1C=C(C(=NC1)N1N=CC=N1)C#N